ethyl 3-(3,5-di(tert-butyl)-4-hydroxyphenyl)propionate C(C)(C)(C)C=1C=C(C=C(C1O)C(C)(C)C)CCC(=O)OCC